(S)-2-(5-(ethoxycarbonyl)-4-(4-(pyridin-2-ylcarbamoyl)phenyl)-1H-imidazol-2-yl)piperidine-1-carboxylic acid tert-butyl ester C(C)(C)(C)OC(=O)N1[C@@H](CCCC1)C=1NC(=C(N1)C1=CC=C(C=C1)C(NC1=NC=CC=C1)=O)C(=O)OCC